CC1=NN(C=C1NC1=NC=C(C(=N1)NCCCN1C(COCCC1)=O)C(F)(F)F)C1CC2CCC(C1)N2C 4-(3-((2-((3-Methyl-1-(8-methyl-8-azabicyclo[3.2.1]octan-3-yl)-1H-pyrazol-4-yl)amino)-5-(trifluoromethyl)pyrimidin-4-yl)amino)propyl)-1,4-oxazepan-3-on